COC1=C(CNC2=NC=3C(=CC(=CC3C=3N2N=C(N3)[C@]3(CN(CCC3)C=3C=NN(C3)CC(C)(O)C)F)F)OC)C=CC(=C1)OC |o1:19| (S or R)-1-(4-(3-(5-((2,4-dimethoxybenzyl)amino)-9-fluoro-7-methoxy-[1,2,4]triazolo[1,5-c]quinazolin-2-yl)-3-fluoropiperidin-1-yl)-1H-pyrazol-1-yl)-2-methylpropan-2-ol